C(C=CCCCCCCCC)(=O)N.[Na].[Na] disodium undeceneamide